C(C)N1CC2(CN(C2)C=2C=CC(=NC2)NC2=NC=C(C=N2)F)C1 N-[5-(6-ethyl-2,6-diazaspiro[3.3]hept-2-yl)pyridin-2-yl]-5-fluoropyrimidin-2-amine